CIS-3-OCTENYL PROPIONATE C(CC)(=O)OCC\C=C/CCCC